3-Bromo-5-(2,2,2-trifluoroethyl)pyrazolo[1,5-a]pyrazin-4(5H)-one BrC=1C=NN2C1C(N(C=C2)CC(F)(F)F)=O